Ethyl 2-(2,6-dimethyl-4-((5-oxo-4-(4-(trifluoromethoxy)phenyl)-4,5-dihydro-1H-1,2,4-triazol-1-yl)methyl-d2)phenoxy)-2-methylpropionate CC1=C(OC(C(=O)OCC)(C)C)C(=CC(=C1)C([2H])([2H])N1N=CN(C1=O)C1=CC=C(C=C1)OC(F)(F)F)C